C1(=CC=CC=C1)C1=CC=C(C(=O)N)C=C1 p-phenylbenzamide